C(C1=CC=CC=C1)OC1=CC=C(C=N1)C1=CC(=NN1)NC1=CC=C(C=C1)O 4-((5-(6-(benzyloxy)pyridin-3-yl)-1H-pyrazol-3-yl)amino)phenol